CC=1N=C(C=2N=CN([C@H]3[C@H](O)[C@H](O)[C@@H](C(O)C(=O)[O-])O3)C2N1)O.[Na+].[Na+].CC=1N=C(C=2N=CN([C@H]3[C@H](O)[C@H](O)[C@@H](C(O)C(=O)[O-])O3)C2N1)O Disodium 2-methyl-5'-inosinate